C1(=C(O)C(=CC=C1)S(=O)(=O)[O-])OC.[Na+] Sodium guaiacolsulfonate